[(S)-phenyl((3R)-1,2,3,4-tetrahydro-1,5-naphthyridin-3-yl)methyl]({2-[3-(1H-1,2,3,4-tetrazol-5-yl)phenyl]ethyl})amine C1(=CC=CC=C1)[C@H]([C@H]1CNC2=CC=CN=C2C1)NCCC1=CC(=CC=C1)C1=NN=NN1